3-(2-(dipropylamino)ethyl)-7-fluoro-1H-indol-5-ol C(CC)N(CCC1=CNC2=C(C=C(C=C12)O)F)CCC